6-[(7S)-2-{3-[4-(3,5-Dimethylpyrazin-2-yl)phenyl]-1H-pyrazolo[3,4-b]pyridin-5-yl}-6,7,8,9-tetrahydro-5H-benzo[7]annulen-7-yl]-3-oxa-6-azabicyclo[3.1.1]heptane CC=1C(=NC=C(N1)C)C1=CC=C(C=C1)C1=NNC2=NC=C(C=C21)C=2C=CC1=C(CC[C@H](CC1)N1C3COCC1C3)C2